C1(CC1)OC=1C=CC=2C(N1)=NN(C2)C21COC(C2)(C1)C 6-cyclopropoxy-2-(1-methyl-2-oxabicyclo[2.1.1]hexan-4-yl)-2H-pyrazolo[3,4-b]pyridine